N-(5-((trans-4-(trifluoro-methyl)cyclohexyl)oxy)-quinolin-3-yl)acrylamide FC([C@@H]1CC[C@H](CC1)OC1=C2C=C(C=NC2=CC=C1)NC(C=C)=O)(F)F